(6-(2-(Nicotinoyloxy)ethoxy)hexyl)triphenylphosphonium C(C1=CN=CC=C1)(=O)OCCOCCCCCC[P+](C1=CC=CC=C1)(C1=CC=CC=C1)C1=CC=CC=C1